O1CCN(CC1)C[C@@]12C[C@H](N([C@H]2C1)C(CNC(CCCOC1=CC=CC=C1)=O)=O)C(=O)OCC ethyl (1S,3S,5S)-5-(morpholinomethyl)-2-((4-phenoxybutanoyl)glycyl)-2-azabicyclo[3.1.0]hexane-3-carboxylate